3-chloro-2-(trifluoromethyl)-6-vinyl-pyridine ClC=1C(=NC(=CC1)C=C)C(F)(F)F